C(C)(=O)C1=CC(=NN1CCNC(OC(C)(C)C)=O)Br tert-butyl (2-(5-acetyl-3-bromo-1H-pyrazol-1-yl)ethyl)carbamate